[Cl-].C[N+](C)(C)CC1C(C2=C3C(=CC=C2C=C1)C=CC=C3)=O N,N,N-trimethyl-1-(1-oxo-1H-benzonaphthalen-2-yl)methyl-ammonium chloride